(S)-6-(2-chlorophenyl)-5-methyl-2-((4-(4-methylpiperazin-1-yl)phenyl)amino)-8-(1-propionylpiperidin-3-yl)pyrido[2,3-d]pyrimidin-7(8H)-one ClC1=C(C=CC=C1)C1=C(C2=C(N=C(N=C2)NC2=CC=C(C=C2)N2CCN(CC2)C)N(C1=O)[C@@H]1CN(CCC1)C(CC)=O)C